C1(=CC=CC=C1)OS(=O)(=O)C1=CC=C(C=C1)C(F)(F)F phenyl-4-trifluoromethylbenzenesulfonate